N-(3-methylamino-propyl)-benzamide CNCCCNC(C1=CC=CC=C1)=O